O=C1NC(CCC1N1C(C2=CC=C(C=C2C1)C=1CCN(C(C1)C1=CC=CC=C1)C(=O)OCC1=CC=CC=C1)=O)=O Benzyl 4-(2-(2,6-dioxopiperidin-3-yl)-1-oxoisoindolin-5-yl)-6-phenyl-3,6-dihydropyridine-1(2H)-carboxylate